C(C)(C)N(P(N(C(C)C)C(C)C)OCCC1=CC=C(C=C1)F)C(C)C N,N,N',N'-tetraisopropyl-1-(4-fluorophenethoxy)phosphanediamine